N-((1S,3S)-3-aminocyclopentyl)-3-(6-morpholino-1H-benzo[d]imidazol-2-yl)-1H-indazole-5-carboxamide N[C@@H]1C[C@H](CC1)NC(=O)C=1C=C2C(=NNC2=CC1)C1=NC2=C(N1)C=C(C=C2)N2CCOCC2